methyl 2-(5-(7-(cyclopropanecarboxamido)-2,6-naphthyridin-3-yl)-4-methylpyridin-2-yl)acetate C1(CC1)C(=O)NC1=NC=C2C=C(N=CC2=C1)C=1C(=CC(=NC1)CC(=O)OC)C